CN1N=C(C=C1S(=O)(=O)N1CC2(C1)CC(C2)N2CC1(CCO1)C2)C(F)(F)F 6-(2-((1-Methyl-3-(trifluoromethyl)-1H-pyrazol-5-yl)sulfonyl)-2-azaspiro[3.3]heptan-6-yl)-1-oxa-6-azaspiro[3.3]heptane